N-(3-((1-ethylcyclopropyl)ethynyl)-5-fluorophenyl)-6,7-difluoro-1-methyl-[1,2,4]triazolo[4,3-a]quinazolin-5-amine C(C)C1(CC1)C#CC=1C=C(C=C(C1)F)NC1=NC=2N(C3=CC=C(C(=C13)F)F)C(=NN2)C